(1'R,2'R,4'S)-4'-methoxy-5'-methyl-2'-(prop-1-en-2-yl)-4-propyl-1',2',3',4'-tetrahydro-[1,1'-biphenyl]-2,6-diol CO[C@H]1C[C@H]([C@@H](C=C1C)C=1C(=CC(=CC1O)CCC)O)C(=C)C